C(C)(C)(C=1C(=C(C=CC1)O)C)C=1C(=C(C=CC1)O)C isopropylidenebis(2-methyl-phenol)